C(C1=CC=CC=C1)N(COC)COC Benzyl-bis(methoxymethyl)amine